2-[3,5-bis(trifluoromethyl)phenyl]-5-chloro[1,2,4]triazolo[1,5-c]quinazoline FC(C=1C=C(C=C(C1)C(F)(F)F)C1=NN2C(=NC=3C=CC=CC3C2=N1)Cl)(F)F